tert-butyl 3-(5-aminopentyl)piperidine-1-carboxylate NCCCCCC1CN(CCC1)C(=O)OC(C)(C)C